2,5-dichloroanilineselon ClC1=C(N=[Se])C=C(C=C1)Cl